C(C(=C)C)(=O)OCCOCCOC 3,6-dioxa-heptyl methacrylate